oxybis(2,3,5,6-tetrafluoroaniline) O(NC1=C(C(=CC(=C1F)F)F)F)NC1=C(C(=CC(=C1F)F)F)F